ClC=1C=C(C=CC1)C1=CC=C(C=C1)Br 3-chloro-4'-bromobiphenyl